ClC=1C=NN2C1C(=CC=C2N2CCC1(C(N3[C@H](O1)CC[C@H]3C3=CC=CC=C3)=O)CC2)C#N 3-chloro-7-[(5'S,7a'R)-3'-oxo-5'-phenyltetrahydro-1H,3'H-spiro[piperidine-4,2'-pyrrolo[2,1-b][1,3]oxazol]-1-yl]pyrazolo[1,5-a]pyridine-4-carbonitrile